C(#N)C=1C(=NC=CC1OC)NC#N N-(3-cyano-4-methoxypyridin-2-yl)cyanamide